9-vinyl-anthracene C(=C)C=1C2=CC=CC=C2C=C2C=CC=CC12